naphthalene (methyl)acrylate COC(C=C)=O.C1=CC=CC2=CC=CC=C12